ClCC1=CC(=NC=C1C)C=1C=C2CN(C(C2=CC1)=O)C1C(NC(CC1)=O)=O 3-(5-(4-(chloromethyl)-5-methylpyridin-2-yl)-1-oxoisoindolin-2-yl)piperidine-2,6-dione